4-methyl-6-bromo-8-(N-Boc-4-aminobutoxy)quinazoline tert-butyl-N-[5-[[1-methyl-2-(2,2,2-trifluoroacetyl)-3,4-dihydro-1H-isoquinolin-6-yl]oxy]pentyl]carbamate C(C)(C)(C)OC(NCCCCCOC=1C=C2CCN(C(C2=CC1)C)C(C(F)(F)F)=O)=O.CC1=NC=NC2=C(C=C(C=C12)Br)OCCCCNC(=O)OC(C)(C)C